C(CCCCC)(Br)Br hexylidene bromide